P([O-])([O-])([O-])=O.[K+].OCCC1=CC=CC=2N(C(NC21)=O)C2CCN(CC2)C(=O)NC2=CC=C(C=C2)I.[K+].[K+] 4-[4-(2-Hydroxyethyl)-2-oxo-2,3-dihydro-1H-1,3-benzodiazol-1-yl]-N-(4-iodophenyl)piperidine-1-carboxamide potassium phosphorate